(S)-5-((4-((2-hydroxy-1-phenylethyl)amino)-5-(5-(pyridin-3-yl)-1,3,4-oxadiazol-2-yl)pyridin-2-yl)amino)isoindolin-1-one OC[C@H](C1=CC=CC=C1)NC1=CC(=NC=C1C=1OC(=NN1)C=1C=NC=CC1)NC=1C=C2CNC(C2=CC1)=O